dihydro-5H-pyrrolon N1C(CCC1)=O